C(C)(=O)OC1=C(C(=CC(=C1)OS(=O)(=O)C(F)(F)F)OC(C)=O)[C@H]1[C@@H](CCC(=C1)C)C(=C)C (1'R,2'R)-5'-Methyl-2'-(prop-1-en-2-yl)-4-(((trifluoromethyl)sulfonyl)oxy)-1',2',3',4'-tetrahydro-[1,1'-biphenyl]-2,6-diyl diacetate